3-fluoro-4-[1-[3-[2-[(5-methyltetrazol-2-yl)methyl]-4-(trifluoromethyl)phenyl]propanoyl]azetidin-3-yl]sulfinylbenzenesulfonamide FC=1C=C(C=CC1S(=O)C1CN(C1)C(CCC1=C(C=C(C=C1)C(F)(F)F)CN1N=C(N=N1)C)=O)S(=O)(=O)N